N,N'-DIPHENYLPYRAZOLO[1,5-A][1,3,5]TRIAZINE C1(=CC=CC=C1)N1C=2N(CN(C1)C1=CC=CC=C1)N=CC2